BrC1=C2C(=NC=C1)C(N(C2)C2CCC(CC2)C(=O)NC2=CC(=C(C=C2)C)OC)=O (1s,4s)-4-(4-Bromo-7-oxo-5H-pyrrolo[3,4-b]pyridin-6(7H)-yl)-N-(3-methoxy-4-methylphenyl)cyclohexanecarboxamide